chloro-di-tert-butylphosphine ClP(C(C)(C)C)C(C)(C)C